OC(COC=1C=C(C=2N(C1)N=CC2C#N)C2=NC=C(N=C2)N2CCC(CC2)(CC2=NC=CC=C2)O)(C)C 6-(2-hydroxy-2-methylpropoxy)-4-(5-(4-hydroxy-4-(pyridin-2-ylmethyl)piperidin-1-yl)pyrazin-2-yl)pyrazolo[1,5-a]pyridine-3-carbonitrile